C12(CC(C1)C2)N2C(C(N(C=C2)CC=2N=NC(=CC2)Cl)=O)=O 1-(bicyclo[1.1.1]pentan-1-yl)-4-((6-chloropyridazin-3-yl)methyl)-1,4-dihydropyrazine-2,3-dione